ClC=1C=CC2=C(N=NN(C2=O)C(CNC(C2=C(C=CC=C2)C(F)(F)F)=O)C2=CC=CC=C2)C1 N-(2-(7-chloro-4-oxobenzo[d][1,2,3]triazin-3(4H)-yl)-2-phenylethyl)-2-(trifluoromethyl)Benzamide